2-[(1-methyl-1H-tetrazol-5-yl)sulfanyl]-5-nitro-N-[4-(pyridin-3-yl)phenyl]benzamide CN1N=NN=C1SC1=C(C(=O)NC2=CC=C(C=C2)C=2C=NC=CC2)C=C(C=C1)[N+](=O)[O-]